C1(CC1)C1=C(C(=NO1)C1=C(C=NC=C1Cl)Cl)COC12CCC(CC1)(CC2)COC=2C=C1C(=CC=NC1=CC2)OCC 6-((4-((5-Cyclopropyl-3-(3,5-dichloropyridin-4-yl)isoxazol-4-yl)methoxy)bicyclo[2.2.2]octan-1-yl)methoxy)-4-ethoxychinolin